(3R,4S,5R)-2-[6-chloro-8-(cyclopentylamino)imidazo[1,2-b]pyridazin-3-yl]-5-(hydroxymethyl)oxolane-3,4-diol ClC=1C=C(C=2N(N1)C(=CN2)C2O[C@@H]([C@H]([C@H]2O)O)CO)NC2CCCC2